methyl (2S,3R)-3-methoxypyrrolidine-2-carboxylate CO[C@H]1[C@H](NCC1)C(=O)OC